N-(2,4-difluoro-6-nitrophenyl)prop-2-enamide FC1=C(C(=CC(=C1)F)[N+](=O)[O-])NC(C=C)=O